COC1=CC=C(C=C1)C2=CC(=O)C3=C(C(=C(C(=C3O2)OC)OC)OC)O The molecule is a tetramethoxyflavone that is tangeretin in which the methoxy group at position 5 has been replaced by a hydroxy group. It has a role as a plant metabolite. It is a tetramethoxyflavone and a monohydroxyflavone. It derives from a tangeretin.